(R)-N-(1-(1-(2,4-bis(trifluoromethyl)phenyl)ethyl)-1H-pyrazol-4-yl)-5-(pyridin-2-yl)isoxazole-3-carboxamide FC(C1=C(C=CC(=C1)C(F)(F)F)[C@@H](C)N1N=CC(=C1)NC(=O)C1=NOC(=C1)C1=NC=CC=C1)(F)F